tert-butyl 3-[5-chloro-7-(morpholin-4-yl)indazol-2-yl]pyrrolidine-1-carboxylate ClC1=CC2=CN(N=C2C(=C1)N1CCOCC1)C1CN(CC1)C(=O)OC(C)(C)C